aluminum zirconium aluminum trichloride hydrate O.[Al](Cl)(Cl)Cl.[Zr].[Al]